(2S,4R)-4-amino-2-(4-dihydroxyboryl-butyl)piperidine-2-carboxylic acid N[C@H]1C[C@](NCC1)(C(=O)O)CCCCB(O)O